C1(CC1)C1=C(C=CC=C1)C=1C=C2C(CC3(CNCC3)C2=CC1)O 5-(2-cyclopropylphenyl)-2,3-dihydro-spiro[inden-1,3'-pyrrolidin]-3-ol